ClC1=NC=C(C(=C1)C1=C(C=NC(=C1)C)C(=O)NC=1SC2=C(N1)CN(C2)C(=O)C2=C(C=NN2C)C(F)F)OC 2'-Chloro-N-(5-(4-(difluoro-methyl)-1-methyl-1H-pyrazole-5-carbonyl)-5,6-dihydro-4H-pyrrolo[3,4-d]thiazol-2-yl)-5'-methoxy-6-methyl-[4,4'-bipyridine]-3-carboxamide